CN(C1=CC(=C(C=C1)OC)NC([C@@H](NC(C1=CC=CC=C1)=O)CCSC)=O)C1=CC(OC2=CC=CC=C12)=O 4-(N-methyl-N-(3-(N-benzoyl-L-methionylamino)-4-methoxyphenyl)-amino)coumarin